T-butyl-(3-iodophenoxy)dimethylsilane C(C)(C)(C)[Si](C)(C)OC1=CC(=CC=C1)I